BrC1=CC2=C(C=NOB2O)C=C1 7-bromo-1-hydroxy-2,3,1-benzoxazaborinine